[N+](=O)([O-])C1(C=C(C(=O)O)C=C(C1(Cl)C(F)(F)F)[N+](=O)[O-])Br 3-nitro-4-(trifluoromethyl)3-bromo-4-chloro-5-nitrobenzoic acid